3-(3,5-di-tert-butyl-4-hydroxyphenyl)acrylic acid C(C)(C)(C)C=1C=C(C=C(C1O)C(C)(C)C)C=CC(=O)O